BrC=1C=C(C=CC1)C1(CC1)CC1=NN=CN1C 3-((1-(3-bromophenyl)cyclopropyl)methyl)-4-methyl-4H-1,2,4-triazole